ethyl ((4-isopropylphenoxy)(perfluorophenoxy)phosphoryl)-L-alaninate C(C)(C)C1=CC=C(OP(=O)(OC2=C(C(=C(C(=C2F)F)F)F)F)N[C@@H](C)C(=O)OCC)C=C1